N1C=C2C=3C(=CC=CC13)CNCC2 1,3,4,5-tetrahydro-6H-azepino[5,4,3-cd]indol